NN1C=NC=C2C1=CNN2C2=CC=CC=C2 4-amino-1-phenylpyrazolopyrimidine